ClC1=CC=C(C(=N1)C1(C(NC2=CC(=CC=C12)C(F)(F)F)=O)C)OC 3-(6-chloro-3-methoxypyridin-2-yl)-3-methyl-6-(trifluoromethyl)indolin-2-one